(R)-8-benzyl-7-ethyl-2-{[6-methoxy-1-(2-morpholinoacetyl)indol-5-yl]amino}-5-methyl-7,8-dihydropterin C(C1=CC=CC=C1)N1C(CN(C=2C(N[C@](NC12)(N)NC=1C=C2C=CN(C2=CC1OC)C(CN1CCOCC1)=O)=O)C)CC